C1(CC1)C1=C(C(=NO1)C1=C(C=CC=C1C(C)C)F)CO[C@H]1[C@@H]2C(N([C@H](C1)C2)CC2=CC=C(C=C2)OC)=O (1S,4R,5R)-5-([5-cyclopropyl-3-[2-fluoro-6-(propan-2-yl)phenyl]-1,2-oxazol-4-yl]methoxy)-2-[(4-methoxyphenyl)methyl]-2-azabicyclo[2.2.1]heptan-3-one